O1C(=CC=C1)C=NNC(=O)C1=CC2=CC=CC=C2C=C1 (2-furylmethylene)-2-naphthoic acid hydrazide